ClC=1C=C(C=2N(N1)C=CN2)C2(CC2)C2=CC=C1C(=N2)NC(=C1)CC(F)(F)F 6-chloro-8-[(1S,2S)-[2-(2,2,2-trifluoroethyl)pyrrolo[2,3-b]pyridin-6-yl]cyclopropyl]imidazo[1,2-b]pyridazine